4-{[6-(5-chloro-2-fluorophenyl)-3-methylpyridazin-4-yl]-amino}quinolin-7-yl-(1R,4R)-5-methyl-2,5-diazabicyclo-[2.2.1]heptane-2-carboxylate ClC=1C=CC(=C(C1)C1=CC(=C(N=N1)C)NC1=CC=NC2=CC(=CC=C12)OC(=O)N1[C@H]2CN([C@@H](C1)C2)C)F